ethyl 3-chloro-5,6,7,8-tetrahydro-4H-pyrazolo[1,5-a][1,4]diazepine-2-carboxylate ClC=1C(=NN2C1CNCCC2)C(=O)OCC